O=C1NC(CCC1N1C=C2C=CC=C(C2=C1)N1CC(C1)CCCO)=O 2-(2,6-dioxopiperidin-3-yl)-4-[3-(3-hydroxypropyl)azetidin-1-yl]Isoindole